2-(2-benzyloxy-4-bromo-5-fluoro-benzeneYl)propan-2-ol C(C1=CC=CC=C1)OC1=C(C=C(C(=C1)Br)F)C(C)(C)O